BrC1=CNC2=C1N=C(N=C2N/N=C/C2=CC(=CC=C2)C)N2CCOCC2 (E)-4-(7-bromo-4-(2-(3-methylbenzylidene)hydrazinyl)-5H-pyrrolo[3,2-d]pyrimidin-2-yl)morpholine